C(C)(C)(C)OOC(C1=CC=CC=C1)=O peroxybenzoic tert-butyl ester